2-carboxyethyl-(toluyl)phosphinic acid C(=O)(O)CCP(O)(=O)C1=C(C=CC=C1)C